NCCOCCOCCOCC(N[C@H](C(=O)N1C[C@@H](C[C@H]1C(NCC1=CC=C(C=C1)C1=C(N=CS1)C)=O)OC(CCCCCCCCCCCCC(=O)O)=O)C(C)(C)C)=O 14-(((3R,5S)-1-((S)-14-amino-2-(tert-butyl)-4-oxo-6,9,12-trioxa-3-azatetradecanoyl)-5-((4-(4-methylthiazol-5-yl)benzyl)carbamoyl)pyrrolidin-3-yl)oxy)-14-oxotetradecanoic acid